BrC1=CC=C(C=C1)C1=CC(=C(C(=C1)F)F)F 4'-bromo-3,4,5-trifluoro-biphenyl